C(C1=CC=C(C=C1)N=C=O)C1=CC=C(C=C1)N=C=O 4,4'-methylendiphenyldiisocyanate